6-(2-cyclopropylphenyl)-1H-spiro[benzo[c][1,2]oxaborole-3,3'-pyrrolidin]-1-ol C1(CC1)C1=C(C=CC=C1)C=1C=CC2=C(B(OC23CNCC3)O)C1